N1(N=CC=C1)C1N=C(OC1)C=1SC=CC1 4-(1H-pyrazol-1-yl)-2-(thiophen-2-yl)-4,5-dihydro-oxazole